FC=1C=C(C#N)C=C(C1)OC1=C(C2=C(C(N(S2(=O)=O)C)O)C=C1)C(F)F 3-fluoro-5-((3-hydroxy-2-methyl-1,1-dioxo-7-(difluoromethyl)-2,3-dihydrobenzo[d]isothiazol-6-yl)oxy)benzonitrile